C(C=C)(=O)OCCC[Si](OC(C(F)(F)F)=O)(OC(C(F)(F)F)=O)OC(C(F)(F)F)=O 3-acryloxypropyl-tris(trifluoroacetoxy)silane